[1-bromo-6-[[tert-butyl(diphenyl)silyl]oxymethyl]-4-chloro-6,7-dihydro-5H-cyclopenta[c]pyridin-5-yl] acetate C(C)(=O)OC1C(CC=2C(=NC=C(C21)Cl)Br)CO[Si](C2=CC=CC=C2)(C2=CC=CC=C2)C(C)(C)C